({4-[2-((3R)-3-hydroxypyrrolidinyl)-2-oxoethyl]phenyl}amino)-N-[(4-methoxyphenyl)methyl]carboxamide O[C@H]1CN(CC1)C(CC1=CC=C(C=C1)NC(=O)NCC1=CC=C(C=C1)OC)=O